tri-methyloxysilane CO[SiH](OC)OC